7-methyl-3-methylene-7-octenal Ethylene Acetal C1COC(CC(CCCC(=C)C)=C)O1